7-bromo-3-chloroisoquinoline BrC1=CC=C2C=C(N=CC2=C1)Cl